O[C@H]1[C@H](O)[C@@H](O)[C@H](O)[C@H](O1)CO exo-beta-glucose